CC=1N=C(SC1C(F)(F)F)N 4-methyl-5-(trifluoromethyl)-1,3-thiazol-2-amine